N-(2-(4-(Dimethylamino)piperidin-1-yl)-5-(3'-methyl-2'-oxo-2',3'-dihydrospiro[cyclobutane-1,1'-pyrrolo[2,3-c]quinolin]-8'-yl)pyridin-3-yl)-3-methylisothiazole-5-sulfonamide CN(C1CCN(CC1)C1=NC=C(C=C1NS(=O)(=O)C1=CC(=NS1)C)C1=CC=2C3=C(C=NC2C=C1)N(C(C31CCC1)=O)C)C